CC1=CC=C(C=C1)CN1C(CCC1=O)CC(=O)OCCSC1=CC=CC=C1 2-phenylsulfanylethyl 2-[1-[(4-methylphenyl)methyl]-5-oxopyrrolidin-2-yl]acetat